4-methoxy-N-[[2-(1-piperidyl)-4-pyridyl]methyl]benzamide COC1=CC=C(C(=O)NCC2=CC(=NC=C2)N2CCCCC2)C=C1